(4,6-dimethyl-2-oxo-1,2-dihydropyridin-3-yl)methyl-3-(((1r,4r)-4-(dimethylamino)cyclohexyl)(ethyl)amino)-5-(1-methylpyrazol-3-yl)-2-methylbenzamide TFA salt OC(=O)C(F)(F)F.CC1=C(C(NC(=C1)C)=O)CC1=C(C(=C(C(=O)N)C=C1C1=NN(C=C1)C)C)N(CC)C1CCC(CC1)N(C)C